OC1=C(C(N(C=C1)C)=O)NC(N[C@@H](CC(=O)O)C=1C=C(C(=CC1)OC)C1=C(C=CC=C1C)C)=O (S)-3-(3-(4-hydroxy-1-methyl-2-oxo-1,2-dihydropyridin-3-yl)ureido)-3-(6-methoxy-2',6'-dimethylbiphenyl-3-yl)propionic acid